CC1=CC=C(C(=N1)OCCC)N 6-methyl-2-propoxypyridin-3-amine